3-(1,3-dimethyl-1H-indazol-5-yl)-N-(4-methoxybenzyl)-2,5-dimethylpyrazolo[1,5-a]pyrimidin-7-amine CN1N=C(C2=CC(=CC=C12)C=1C(=NN2C1N=C(C=C2NCC2=CC=C(C=C2)OC)C)C)C